6-(1-((2-methylthiazol-4-yl)methyl)-1H-indol-5-yl)picolinamide CC=1SC=C(N1)CN1C=CC2=CC(=CC=C12)C1=CC=CC(=N1)C(=O)N